CN1C(N(CC1)C1CC2CN(C1C2)C=2N=NC(=C(N2)NC2=CC=C(C=C2)C2(CCNCC2)C)C(=O)N)=O (6-(3-methyl-2-oxoimidazolin-1-yl)-2-azabicyclo[2.2.1]heptan-2-yl)-5-((4-(4-methylpiperidin-4-yl)phenyl)amino)-1,2,4-triazine-6-carboxamide